1-(1-methylcyclobutyl)-4-((5-phenyl-1,3,4-thiadiazol-2-yl)methyl)piperazine-2,3-dione CC1(CCC1)N1C(C(N(CC1)CC=1SC(=NN1)C1=CC=CC=C1)=O)=O